4-(2-(2-Aminopyridin-3-yl)-5-(pyridin-3-yl)-3H-imidazo[4,5-b]pyridin-2-yl)pyridin-2-amine NC1=NC=CC=C1C1(NC=2C(=NC(=CC2)C=2C=NC=CC2)N1)C1=CC(=NC=C1)N